FC1=CC=C(C=C1)NC=1C=NC=CC1NC(=O)C=1C=NC(=NC1)NC1CCOCC1 N-{3-[(4-Fluorophenyl)amino]pyridin-4-yl}-2-[(oxan-4-yl)amino]pyrimidine-5-carboxamide